6-(1-((2,4-diaminopyrimidin-5-yl)methyl)indolin-5-yl)-2-methyl-1H-benzo[de]isoquinoline-1,3(2H)-dione NC1=NC=C(C(=N1)N)CN1CCC2=CC(=CC=C12)C=1C=CC=2C(N(C(C3=CC=CC1C23)=O)C)=O